butyl-[1,1'-biphenyl]-4-carboxylic acid C(CCC)C1=C(C=CC(=C1)C(=O)O)C1=CC=CC=C1